C(C)(C)(C)OC(=O)N1CC(CC1)(C(=O)O)C([2H])([2H])[2H] 1-tert-butoxycarbonyl-3-(trideuteriomethyl)pyrrolidine-3-carboxylic acid